(R)-6-chloro-5-methyl-3-((1-methylpiperidin-3-yl)amino)pyridazine-4-carbonitrile ClC1=C(C(=C(N=N1)N[C@H]1CN(CCC1)C)C#N)C